FC(C=1C(=C(C=CC1)[C@@H](C)NC1=NC=NC=2C=C3C(=CC12)N1[C@@H](CO3)CN(CC1)C(=O)OC(C)(C)C)F)F tert-butyl (R)-11-(((R)-1-(3-(difluoromethyl)-2-fluorophenyl)ethyl)-amino)-1,2,4a,5-tetrahydropyrazino[1',2':4,5][1,4]oxazino[3,2-g]quinazoline-3(4H)-carboxylate